5-(4-((4-(tert-butyl)phenyl)amino)cyclohexyl)pentenoic acid C(C)(C)(C)C1=CC=C(C=C1)NC1CCC(CC1)CCC=CC(=O)O